C(CC)OC1=C(C=CC(=C1)OCCC)C1=NC(=CC(=C1)C1=CC=C(C=C1)NC1=CC=CC=C1)C1=C(C=C(C=C1)OCCC)OCCC 2,6-bis(2,4-dipropyloxyphenyl)-4-(4-phenylaminophenyl)pyridine